C1=C(C=C(C(=C1C(=O)O)N)O)O The molecule is a dihydroxybenzoic acid that is 3,5-dihydroxybenzoic acid substituted by an amino group at position 2. It is a dihydroxybenzoic acid and a substituted aniline. It derives from an anthranilic acid.